C1(=CC=CC=C1)SC(C1=CC=CC=C1)(C)C dimethylbenzyl phenyl sulfide